ClC1=CC(=C2C(=N1)C(=C(S2)CO)C)N2CCOCC2 (5-chloro-3-methyl-7-morpholinothieno[3,2-b]pyridin-2-yl)methanol